4E-nonadiene C=C\C=C\CCCCC